N(C1=CC=CC=C1)C1(CCC2(C(CC3=CC=CC=C23)C[C@H](COC2=C3C(=NC=C2)CCC3)C)CC1)C(=O)O (1r,4R)-4-anilino-2'-{(2R)-3-[(6,7-dihydro-5H-cyclopenta[b]pyridin-4-yl)oxy]-2-methylpropyl}-2',3'-dihydrospiro[cyclohexane-1,1'-indene]-4-carboxylic acid